6-methoxy-7-(4-methylpiperazin-1-yl)propoxyquinoline COC=1C=C2C=CC=NC2=CC1OCCCN1CCN(CC1)C